2-[(4-Chloropyrimidin-5-yl)oxy]-N-ethyl-N-(propan-2-yl)benzamide ClC1=NC=NC=C1OC1=C(C(=O)N(C(C)C)CC)C=CC=C1